ClCCCCCCOCCOCCNC(CCOCCOCCNC([C@H](C(C)(C)C)NC(OC(C)(C)C)=O)=O)=O tert-butyl (S)-(27-chloro-2,2-dimethyl-4,14-dioxo-8,11,18,21-tetraoxa-5,15-diazaheptacosan-3-yl)carbamate